5-[5-(3-bromophenyl)spiro[2.3]hexan-5-yl]-4-methyl-1,2,4-triazole-3-thiol BrC=1C=C(C=CC1)C1(CC2(CC2)C1)C=1N(C(=NN1)S)C